The molecule is a steroid glucuronide anion that is the conjugate base of cholic acid 24-O-(beta-D-glucuronide) arising from deprotonation of the carboxylic acid function; major species at pH 7.3. It is a steroid glucosiduronic acid anion, a beta-D-glucosiduronate and a monocarboxylic acid anion. It is a conjugate base of a cholic acid 24-O-(beta-D-glucuronide). C[C@H](CCC(=O)O[C@H]1[C@@H]([C@H]([C@@H]([C@H](O1)C(=O)[O-])O)O)O)[C@H]2CC[C@@H]3[C@@]2([C@H](C[C@H]4[C@H]3[C@@H](C[C@H]5[C@@]4(CC[C@H](C5)O)C)O)O)C